BrC1=NN(C(=C1)Br)C1CC1 3,5-Dibromo-1-cyclopropyl-1H-pyrazole